1-(trifluoromethyl)trifluoroethyl α-chloroacrylate ClC(C(=O)OC(C(F)(F)F)C(F)(F)F)=C